2,4,9-trimethyl-6-((4-(4-methylpiperazin-1-yl)-2-(2,2,2-trifluoroethoxy)phenyl)amino)-4,9-dihydro-10H-pyrimido[5,4-b]thiazolo[5,4-e][1,4]diazepin-10-one CC=1SC=2N(C3=C(N(C(C2N1)=O)C)C=NC(=N3)NC3=C(C=C(C=C3)N3CCN(CC3)C)OCC(F)(F)F)C